ClC1=NC=C(C(=O)NOCC)C(=C1)NC1=C(C=C(C=C1)Cl)N(S(=O)(=O)C)C 6-Chloro-4-((4-chloro-2-(N-methylmethylsulfonamido)phenyl)amino)-N-ethoxynicotinamide